(2S,4S)-1-(tert-butoxycarbonyl)-4-((3-chlorophenyl)amino)pyrrolidine-2-carboxylic acid C(C)(C)(C)OC(=O)N1[C@@H](C[C@@H](C1)NC1=CC(=CC=C1)Cl)C(=O)O